5-Bromo-4-ethyl-1-methyl-1,2,3,6-tetrahydropyridine BrC1=C(CCN(C1)C)CC